FC=1C=C2C=CC(=CC2=CC1)[C@H](C)N (S)-1-(6-fluoronaphthalen-2-yl)ethan-1-amine